1-{3-fluoro-4-[4-({[3-(trifluoromethoxy)phenyl]methyl}carbamoyl)-1H-1,2,3-triazol-1-yl]butyl}-N-methyl-1H-1,2,3-triazole-4-carboxamide FC(CCN1N=NC(=C1)C(=O)NC)CN1N=NC(=C1)C(NCC1=CC(=CC=C1)OC(F)(F)F)=O